CC1N(C(COC1)C1=NC=C(C=C1)C(F)(F)F)C(C(=O)O)=O 2-(3-Methyl-5-(5-(trifluoromethyl)pyridin-2-yl)morpholinyl)-2-oxoacetic acid